N-((3-fluoropyridin-2-yl)methyl)-2-(2-((2-(1-phenyl-5-(pyridin-2-ylethynyl)-1H-benzo[d]imidazol-2-yl)ethyl)amino)ethyl)oxazole-4-carboxamide FC=1C(=NC=CC1)CNC(=O)C=1N=C(OC1)CCNCCC1=NC2=C(N1C1=CC=CC=C1)C=CC(=C2)C#CC2=NC=CC=C2